5-methoxy-2,2-dimethyl-N-(3-methyl-1-(2-(1-methylpiperidin-4-yl)ethyl)-1H-indazol-6-yl)chromen-6-carboxamide COC1=C2C=CC(OC2=CC=C1C(=O)NC1=CC=C2C(=NN(C2=C1)CCC1CCN(CC1)C)C)(C)C